2,6-Difluoro-3-(1-methyl-6-(3-(tetrahydro-2H-pyran-4-yl)morpholino)-1H-pyrazolo[3,4-d]pyrimidin-3-yl)-5-(trifluoromethyl)phenol FC1=C(C(=C(C=C1C1=NN(C2=NC(=NC=C21)N2C(COCC2)C2CCOCC2)C)C(F)(F)F)F)O